diethyl-3,5-di-tert-butyl-4-hydroxybenzyl phosphonate (diethyl-3,5-Di-tert-butyl-4-hydroxybenzylphosphonate) C(C)C(C1=CC(=C(C(=C1)C(C)(C)C)O)C(C)(C)C)(P(O)(O)=O)CC.P(OC(C1=CC(=C(C(=C1)C(C)(C)C)O)C(C)(C)C)(CC)CC)(O)=O